C(C)OC(=O)C=1N=C(C2=CC=CC=C2C1C1=CC=CC=C1)P(=O)(C1=CC=C(C=C1)OC)C1=CC=C(C=C1)OC.C(CCC)[Sn](OC)(OC)CCCC Dibutyl-dimethoxystannane ethyl-1-(bis(4-methoxyphenyl)phosphoryl)-4-phenylisoquinoline-3-carboxylate